S(=S)(=O)([O-])[O-].[Na+].[Na+] Natrium thiosulfat